NC1=NC=NN2C1=C(C=C2C=2SC(=C(N2)C)C)C2=CC(=C(C=C2)NC(OC(C)(C)C)=O)OC tert-Butyl (4-(4-amino-7-(4,5-dimethylthiazol-2-yl)pyrrolo[2,1-f][1,2,4]triazin-5-yl)-2-methoxyphenyl)carbamate